(R)-(3-(3-cyclopropyl-1,2,4-thiadiazol-5-yl)-8-methyl-5,6-dihydro-[1,2,4]triazolo[4,3-a]pyrazin-7(8H)-yl)(3,4,5-trifluorophenyl)methanone C1(CC1)C1=NSC(=N1)C1=NN=C2N1CCN([C@@H]2C)C(=O)C2=CC(=C(C(=C2)F)F)F